dioxo-3-oxa-2,7,16-triazanonadecan O=C(ONC=O)CCNCCCCCCCCNCCC